7,8,3',4'-tetrahydroxyisoflavone OC1=CC=C2C(C(=COC2=C1O)C1=CC(=C(C=C1)O)O)=O